Methyl (S)-1-((6-((3-bromo-2-chlorophenyl)carbamoyl)-4-methoxy pyridin-3-yl)methyl)piperidine-2-carboxylate BrC=1C(=C(C=CC1)NC(=O)C1=CC(=C(C=N1)CN1[C@@H](CCCC1)C(=O)OC)OC)Cl